[2-({5-[(2R)-4-(2-chloro-4-fluorobenzoyl)-2-ethylpiperazin-1-yl]-2'-ethoxy-[2,3'-bipyridin]-6-yl}oxy)ethyl](methyl)amine ClC1=C(C(=O)N2C[C@H](N(CC2)C=2C=CC(=NC2OCCNC)C=2C(=NC=CC2)OCC)CC)C=CC(=C1)F